2,2-dimethylcyclohexan-1-ol CC1(C(CCCC1)O)C